FC1=C(C#N)C=CC(=C1)NC=1N=CC2=C(N1)CCN(C2)CCC=2C(=C1COC(C1=CC2)=O)C 2-fluoro-4-((6-(2-(4-methyl-1-oxo-1,3-dihydroisobenzofuran-5-yl)ethyl)-5,6,7,8-tetrahydropyrido[4,3-d]pyrimidin-2-yl)amino)benzonitrile